3-chloro-4-(piperidin-1-ylsulfonyl)aniline ClC=1C=C(N)C=CC1S(=O)(=O)N1CCCCC1